ClC1=CC=C(COCC2=CC=C(C=C2)Cl)C=C1 p-chlorobenzyl oxide